4-methoxy-cyclohexanone COC1CCC(CC1)=O